CC1CCN(CC1)C1=C(C=CC=C1)NS(=O)(=O)C=1C=NC(=CC1)S(=O)(=O)C N-(2-(4-methylpiperidin-1-yl)phenyl)-6-(methylsulfonyl)pyridine-3-sulfonamide